tert-butyl 7-[7-(2,8-dimethylimidazo[1,2-b]pyridazin-6-yl)-5-oxo-thiazolo[3,2-a]pyrimidin-2-yl]-4,7-diazaspiro[2.5]octane-4-carboxylate CC=1N=C2N(N=C(C=C2C)C=2N=C3N(C(C2)=O)C=C(S3)N3CCN(C2(CC2)C3)C(=O)OC(C)(C)C)C1